ClC1=NC=C(C(=N1)OC)SC(F)F 2-chloro-5-(difluoromethylthio)-4-methoxypyrimidine